C(C)(=O)OOC1=NN(C(=N1)C1=C(C(=C(C=C1)Cl)C)F)C1=C(C=C(C=C1)Cl)F methyl-{[1,5-bis(4-chloro-2-fluorophenyl)-1H-1,2,4-triazol-3-yl]oxy} acetate